6-amino-4-[(1-methyl-1-pyrimidin-2-yl-ethyl)amino]-1-(trideuteriomethyl)quinazolin-2-one NC=1C=C2C(=NC(N(C2=CC1)C([2H])([2H])[2H])=O)NC(C)(C1=NC=CC=N1)C